COC=1C=C2C(C=C(OC2=CC1OC)C1=CC=C(C=C1)OC1=CC=CC=C1)=O 6,7-dimethoxy-2-(4-phenoxyphenyl)-4H-chromen-4-one